CN(C[C@H](C)NC1=C(C(NN=C1)=O)C(F)(F)F)OCC(N1CCN(CC1)C1=NC=C(C=N1)C(F)(F)F)=O (S)-5-((1-(methyl(2-oxo-2-(4-(5-(trifluoromethyl)pyrimidin-2-yl)piperazin-1-yl)ethoxy)amino)propan-2-yl)amino)-4-(trifluoromethyl)pyridazin-3(2H)-one